C(C)(C)N1CCN(CC1)C1=CC=C(C=C1)C1=CC2=C(C=N1)C=C(N2C)C2=CC=C(C=C2)S(=O)(=O)C 6-(4-(4-isopropylpiperazin-1-yl)phenyl)-1-methyl-2-(4-(methylsulfonyl)phenyl)-1H-pyrrolo[3,2-c]pyridine